tert-Butyl [(1S)-1-(1-{5-[ethyl(methyl)carbamoyl]pyridin-2-yl}-3-methyl-1H-1,2,4-triazol-5-yl)ethyl]carbamate C(C)N(C(=O)C=1C=CC(=NC1)N1N=C(N=C1[C@H](C)NC(OC(C)(C)C)=O)C)C